ClC=1C(=NC(=NC1)NC1=CC(=C(C=C1)N1CC2(C1)CCC(CC2)=O)C)NC2=C(C=CC=C2)P(=O)(C)C 2-(4-((5-chloro-4-((2-(dimethylphosphoryl)phenyl)amino)pyrimidin-2-yl)amino)-2-methylphenyl)-2-azaspiro[3.5]nonan-7-one